2-(3-azabicyclo[4.1.0]heptan-3-yl)-N-(2-(4,4-difluoropiperidin-1-yl)-6-methylpyrimidin-4-yl)-4-((2-hydroxyethyl)sulfonamido)benzamide C12CN(CCC2C1)C1=C(C(=O)NC2=NC(=NC(=C2)C)N2CCC(CC2)(F)F)C=CC(=C1)NS(=O)(=O)CCO